C(C)(C)C1=C(C=CC=C1)C1N(CCN(C1)CCOC)C1CC2(C1)CCNCC2 2-(2-(2-isopropylphenyl)-4-(2-methoxyethyl)piperazin-1-yl)-7-azaspiro[3.5]nonane